1-heptyl-4-(4-pyridinyl)pyridinium bromide [Br-].C(CCCCCC)[N+]1=CC=C(C=C1)C1=CC=NC=C1